(7-Chloro-1H-benzo[d]imidazol-2-yl)(3-(dimethylamino)-5,6-dihydroimidazo[1,5-a]pyrazin-7(8H)-yl)methanone ClC1=CC=CC2=C1NC(=N2)C(=O)N2CC=1N(CC2)C(=NC1)N(C)C